4,4'-((2,2,3,3-Tetrafluorobutane-1,4-diyl)bis(azanediyl))bis(3-aminobenzamide) FC(CNC1=C(C=C(C(=O)N)C=C1)N)(C(CNC1=C(C=C(C(=O)N)C=C1)N)(F)F)F